(S)-1-((4-((3,4-dichlorobenzyl)oxy)benzyl)amino)-1-oxobutane-2-aminium chloride [Cl-].ClC=1C=C(COC2=CC=C(CNC([C@H](CC)[NH3+])=O)C=C2)C=CC1Cl